O=C1N(C2=C(N1COCC[Si](C)(C)C)C(=CC=C2C(=O)OC)C(=O)OC)COCC[Si](C)(C)C dimethyl 2-oxo-1,3-bis((2-(trimethylsilyl)ethoxy)methyl)-2,3-dihydro-1H-benzo[d]imidazole-4,7-dicarboxylate